N[C@H]1C(CC2=CC=CC=C12)=O (1R,2S)-1-amino-2-indanone